4-[(3-methanesulfonylpyridin-2-yl)amino]-6-{[6-(2H3)methoxypyridazin-3-yl]amino}-N-(2H3)methylpyridazine-3-carboxamide CS(=O)(=O)C=1C(=NC=CC1)NC1=C(N=NC(=C1)NC=1N=NC(=CC1)OC([2H])([2H])[2H])C(=O)NC([2H])([2H])[2H]